OC12C(C(C(N(C2=CC=CC1)O)(O)O)(O)O)(O)O.OC12C(C(C(N(C2=CC=CC1)O)(O)O)(O)O)(O)O.OC12C(C(C(N(C2=CC=CC1)O)(O)O)(O)O)(O)O.[Al] aluminum tris(octahydroxyquinoline)